3-Ethyl-2-(hydroxy-diphenyl-methyl)-imidazo[1,2-a]pyridine-6-carboxylic acid (1-ethyl-1H-[1,2,4]triazol-3-yl)-amide C(C)N1N=C(N=C1)NC(=O)C=1C=CC=2N(C1)C(=C(N2)C(C2=CC=CC=C2)(C2=CC=CC=C2)O)CC